9-(5-methoxy-2-methyl-4-nitrophenyl)-3,9-diazaspiro[5.5]undecane-3-carboxylic acid tert-butyl ester C(C)(C)(C)OC(=O)N1CCC2(CC1)CCN(CC2)C2=C(C=C(C(=C2)OC)[N+](=O)[O-])C